(R)-5-(2-methoxy-6-methylphenyl)-N-(1-methylpiperidin-3-yl)imidazo[1,2-d][1,2,4]triazin-8-amine COC1=C(C(=CC=C1)C)C1=NN=C(C=2N1C=CN2)N[C@H]2CN(CCC2)C